CN1C(CCC1)=O (2S)-1-methylpyrrolidinone